COCCOCCC1=NN2C(N(C(C(CC2)NC(OC(C)(C)C)=O)=O)C)=C1 tert-butyl (2-(2-(2-methoxyethoxy)ethyl)-4-methyl-5-oxo-5,6,7,8-tetrahydro-4H-pyrazolo[1,5-a][1,3]diazepin-6-yl)carbamate